3,4-dichlorophenyl-N,N-dimethyl-urea ClC=1C=C(C=CC1Cl)NC(N(C)C)=O